2-(4-(4-chloro-2-methylquinazolin-6-yl)-2-methoxybenzyl)thiazole ClC1=NC(=NC2=CC=C(C=C12)C1=CC(=C(CC=2SC=CN2)C=C1)OC)C